COC[C@H]1NC2=C(OC1)C(=CC=N2)CN2C(N(C(C2(C)C)=O)C2=CC=C(C=C2)C2(CC2)C(F)(F)F)=O (R)-1-((3-(methoxymethyl)-3,4-dihydro-2H-pyrido[3,2-b][1,4]oxazin-8-yl)methyl)-5,5-dimethyl-3-(4-(1-(trifluoromethyl)cyclopropyl)phenyl)imidazolidine-2,4-dione